CC1=NN2C(C=C(C=C2)OCC2=NC=CC=C2)=C1C(=O)NC1CNCC1 2-methyl-5-[(pyridin-2-yl)methoxy]-N-(pyrrolidin-3-yl)pyrazolo[1,5-a]pyridine-3-carboxamide